C(#N)C1=C(N=CN1C=1C=C(C(=O)OC)C=CC1[N+](=O)[O-])C methyl 3-(5-cyano-4-methyl-1H-imidazol-1-yl)-4-nitrobenzoate